O=C1N(CCC(N1)=O)C=1C=C(C(=O)N2CCC(CC2)CN2CCC(CC2)C2=CC=C(C=C2)NC2=C3N=CN(C3=NC=N2)C2CC(C2)NC(CC2=CC=CC=C2)=O)C=CC1OC N-((1s,3s)-3-(6-((4-(1-((1-(3-(2,4-dioxotetrahydropyrimidin-1(2H)-yl)-4-Methoxybenzoyl)piperidin-4-yl)methyl)piperidin-4-yl)phenyl)amino)-9H-purin-9-yl)cyclobutyl)-2-phenylacetamide